[O-]S(=O)(=O)C(F)(F)F.C1(=CC=CC=C1)N1C=[NH+]C=C1 N-phenyl-imidazolium triflate